COC(C1=CC(=C(C=C1)C)C#C[Si](C)(C)C)=O 4-methyl-3-((trimethylsilyl)ethynyl)benzoic acid methyl ester